2-(Methylthio)-4-oxo-3,4-dihydropyrazolo[1,5-a][1,3,5]triazine-8-carbonitrile CSC1=NC=2N(C(N1)=O)N=CC2C#N